N-[1,1'-Biphenyl]-4-yl-9,9-dimethyl-N-[4-(9-phenyl-9H-carbazol-3-yl)phenyl]-9H-fluorene-2-amine C1(=CC=C(C=C1)N(C1=CC=2C(C3=CC=CC=C3C2C=C1)(C)C)C1=CC=C(C=C1)C=1C=CC=2N(C3=CC=CC=C3C2C1)C1=CC=CC=C1)C1=CC=CC=C1